ClC1=CC(=C(C=C1)C1(OC2=C(O1)C=CC=C2C2=CC=C(C=1CCOC12)CC1=NC2=C(N1C[C@H]1OCC1)C=C(C=C2)C(=O)O)C)F 2-((7-(2-(4-chloro-2-fluorophenyl)-2-methylbenzo[d][1,3]dioxol-4-yl)-2,3-dihydrobenzofuran-4-yl)methyl)-1-(((S)-oxetan-2-yl)methyl)-1H-benzo[d]imidazole-6-carboxylic acid